OC=1C=C(C(=O)NC2CCN(CC2)C)C=CC1[N+](=O)[O-] 3-hydroxy-N-(1-methyl-4-piperidyl)-4-nitro-benzamide